1-ethyl-3-vinyl-imidazole histidine salt N[C@@H](CC1=CNC=N1)C(=O)O.C(C)N1CN(C=C1)C=C